(S)-Methyl 3-(5-chloro-4-(((4-methoxybenzyl)oxy)methyl)thiophen-2-yl)-3-(1-ethyl-4-methyl-1H-benzo[d][1,2,3]triazol-5-yl)propanoate ClC1=C(C=C(S1)[C@@H](CC(=O)OC)C1=C(C2=C(N(N=N2)CC)C=C1)C)COCC1=CC=C(C=C1)OC